2-(3-carboxypropanoyl)-6-methoxybenzo[b]thiophen C(=O)(O)CCC(=O)C1=CC2=C(S1)C=C(C=C2)OC